C(C)[N+]1(C(CCCC1C)C)CCC N-ethyl-N-propyl-2,6-dimethylpiperidinium